tert-Butyl 4-[4-[3-cyano-5-[1-(5-fluoro-2-pyridyl)-2-(trifluoromethoxy)ethoxy] imidazo[1,2-a]pyridin-7-yl]-5-methyl-triazol-1-yl]piperidine-1-carboxylate C(#N)C1=CN=C2N1C(=CC(=C2)C=2N=NN(C2C)C2CCN(CC2)C(=O)OC(C)(C)C)OC(COC(F)(F)F)C2=NC=C(C=C2)F